(R)-3-(1-(3-methoxy-3-oxopropyl)piperidin-3-yl)azetidine-1-carboxylic acid tert-butyl ester C(C)(C)(C)OC(=O)N1CC(C1)[C@@H]1CN(CCC1)CCC(=O)OC